C(C)(C)C1=C(C=CC=C1)C1=NN(C(C=C1NC(C1=C(C=CC(=C1)C(F)(F)F)OC)=O)=O)CCS(=O)(=N)C N-{3-(2-isopropylphenyl)-1-[2-(S-methylsulfonimidoyl)ethyl]-6-oxo-1,6-dihydro-4-pyridazinyl}-2-methoxy-5-(trifluoromethyl)benzamide